C1(CC1)N1C=2C(OCC1)=CC=C1C2N=C(S1)N1C(NC[C@H]1C#CC)=O |r| (RS)-1-(9-cyclopropyl-8,9-dihydro-7H-thiazolo[4',5':3,4]benz[1,2-b][1,4]oxazin-2-yl)-5-(prop-1-yn-1-yl)imidazolidin-2-one